4-[2-(4-chloro-2-methoxy-6-methyl-phenyl)-6-fluoro-1-methyl-imidazo[4,5-b]pyridin-5-yl]morpholine ClC1=CC(=C(C(=C1)C)C=1N(C=2C(=NC(=C(C2)F)N2CCOCC2)N1)C)OC